C1(=CC=CC=C1)N1C=2C=CC=CC2NC2=CC=CC=C12 5-phenyl-5,10-dihydrophenazine